N-[3-(3-chloro-4-cyano-phenoxy)-2,2,4,4-tetramethyl-cyclobutyl]-5-[4-(hydroxymethyl)-1-piperidyl]pyrimidine-2-carboxamide ClC=1C=C(OC2C(C(C2(C)C)NC(=O)C2=NC=C(C=N2)N2CCC(CC2)CO)(C)C)C=CC1C#N